S(CCC(C(=O)[O-])CC1=CC(=C(C(=C1)C(C)(C)C)O)C(C)(C)C)CCC(C(=O)[O-])CC1=CC(=C(C(=C1)C(C)(C)C)O)C(C)(C)C 2,2'-thio-diethylene-bis[3-(3,5-di-t-butyl-4-hydroxyphenyl) propionate]